2-tert-butyl-1H-imidazole C(C)(C)(C)C=1NC=CN1